C(C=C)(=O)NC1=CC=C(C=C1)C1=CC=C(C=C1)C(=O)OC methyl 4'-acrylamido-[1,1'-biphenyl]-4-carboxylate